Cl.N1CCCCC12CN(CCC2)C=O (1,8-diazaspiro[5.5]undecan-8-yl)methanone hydrochloride